FC=1C=C(SC1C(C)(C)O)[S@@](=O)(N)=NC(NC1=C2C(=NC3=C1CCC3)CCC2)=O (R)-4-Fluoro-N'-((1,2,3,5,6,7-hexahydrodicyclopenta[b,e]pyridin-8-yl)carbamoyl)-5-(2-hydroxypropan-2-yl)thiophene-2-sulfonimidamide